N-(4-fluorophenyl)-6-methoxy-2-(2-pyridyl)-5-(trifluoromethyl)-4-pyrimidinamine FC1=CC=C(C=C1)NC1=NC(=NC(=C1C(F)(F)F)OC)C1=NC=CC=C1